1-(BUTAN-2-YL)-5-CHLORO-3-CYCLOPROPYL-1H-PYRAZOLE-4-CARBALDEHYDE CC(CC)N1N=C(C(=C1Cl)C=O)C1CC1